C(C)(=O)OCC=1C=2N(C=CN1)C(=NC2C2=CC=C(C=C2)OC2=C(C(=CC=C2)OC)F)[C@H]2CN(CC2)C(C#CC)=O (R)-(3-(1-(but-2-ynoyl)pyrrolidin-3-yl)-1-(4-(2-fluoro-3-methoxyphenoxy)phenyl)imidazo[1,5-a]pyrazin-8-yl)methyl acetate